3-(imidazo[1,2-b]pyridazin-3-ylethynyl)-4-methyl-N-(4-(((2-(4-sulfamoylpiperazin-1-yl)ethyl)amino)methyl)-3-(trifluoromethyl)phenyl)benzamide N=1C=C(N2N=CC=CC21)C#CC=2C=C(C(=O)NC1=CC(=C(C=C1)CNCCN1CCN(CC1)S(N)(=O)=O)C(F)(F)F)C=CC2C